[Na+].CC1(OC2=C(CN(C1)CC=1C=C(C=CC1C)[C@H]([C@H](C(=O)[O-])C)C1=C(C3=C(N(N=N3)CC)C=C1)F)C=CC=C2)C (2R,3S)-3-(3-((2,2-Dimethyl-2,3-dihydrobenzo[f][1,4]oxazepin-4(5H)-yl)methyl)-4-methylphenyl)-3-(1-ethyl-4-fluoro-1H-benzo[d][1,2,3]triazol-5-yl)-2-methylpropanoic acid Sodium salt